1-(difluoromethyl-d)-2-(naphthalen-2-yl)disulphane FC(SSC1=CC2=CC=CC=C2C=C1)([2H])F